1-[3-[4-amino-5-[2-(2,6-dimethoxy-4-pyridinyl)ethynyl]pyrrolo[2,1-f][1,2,4]triazin-7-yl]pyrrolidin-1-yl]prop-2-en-1-one NC1=NC=NN2C1=C(C=C2C2CN(CC2)C(C=C)=O)C#CC2=CC(=NC(=C2)OC)OC